[NH4+].[NH4+].[Zn+2] Zinc-diammonium salt